C1(=C(C=CC=C1)CC#N)C e-2-(o-tolyl)acetonitrile